(Z)-N-(3-(4-(4-((2,6-dioxopiperidin-3-yl)amino)-2-fluorophenyl)piperazin-1-yl)propyl)-6-(5-fluoro-2-oxoindolin-3-ylidene)-2-methyl-1,4,5,6-tetrahydrocyclopenta[b]pyrrole-3-carboxamide O=C1NC(CCC1NC1=CC(=C(C=C1)N1CCN(CC1)CCCNC(=O)C=1C2=C(NC1C)\C(\CC2)=C\2/C(NC1=CC=C(C=C21)F)=O)F)=O